CC1=C(OC=2CCC3=CN(N=C3C21)C[C@H]2OCCC2)C(=O)NC[C@H]2OCCC2 8-Methyl-N,2-bis[(2S)-tetrahydrofuran-2-ylmethyl]-4,5-dihydro-2H-furo[2,3-g]indazol-7-carboxamid